N-[3,4-Dichloro-10-(1H-pyrazol-4-yl)-6,7,8,9-tetrahydropyrido[1,2-a]indol-7-yl]-2-hydroxy-acetamide ClC1=CC=C2C(=C3N(C2=C1Cl)CC(CC3)NC(CO)=O)C=3C=NNC3